8-(2-Chloro-3-methylphenyl)-9-(4-((1-(3,3-difluoropropyl)azetidin-3-yliden)methyl)phenyl)-6,7-dihydro-5H-benzo[7]annulen ClC1=C(C=CC=C1C)C=1CCCC2=C(C1C1=CC=C(C=C1)C=C1CN(C1)CCC(F)F)C=CC=C2